2-Deoxy-2-azido-β-D-glucopyranosyl azide N(=[N+]=[N-])[C@H]1[C@@H](O[C@@H]([C@H]([C@@H]1O)O)CO)N=[N+]=[N-]